N-(3,5-difluoro-4-((1S,3R)-3-methyl-2-(2,2,2-trifluoroethyl)-2,3,4,9-tetrahydro-1H-pyrido[3,4-b]indol-1-yl)phenyl)-1-(3-fluoropropyl)pyrrolidin-3-amine FC=1C=C(C=C(C1[C@@H]1N([C@@H](CC2=C1NC1=CC=CC=C21)C)CC(F)(F)F)F)NC2CN(CC2)CCCF